4-Bromo-2-fluorophenylpiperidin-1-carboxylate BrC1=CC(=C(C=C1)OC(=O)N1CCCCC1)F